Cl.N[C@H](C(=O)OC)CCS(=O)(=O)O methyl (2S)-2-amino-4-sulfobutanoate hydrochloride